ClC1=NN2C(C(NC3=C2N=CC(=C3)CO)=O)=C1 2-chloro-7-(hydroxymethyl)pyrazolo[1,5-a]pyrido[3,2-e]pyrazin-4(5H)-one